Methyl-n-octadecyldichlorsilan C[Si](Cl)(Cl)CCCCCCCCCCCCCCCCCC